N-(p-nitrobenzenesulfonyl)-O-benzyl-hydroxylamine [N+](=O)([O-])C1=CC=C(C=C1)S(=O)(=O)NOCC1=CC=CC=C1